CC1(OB(OC1(C)C)[C@@H]1[C@H](C1)C=1C=CC(=NC1)C#N)C |r| racemic-5-((1S,2S)-2-(4,4,5,5-tetramethyl-1,3,2-dioxaborolan-2-yl)cyclopropyl)picolinonitrile